1-(9Z,12Z,15Z-octadecatrienoyl)-2-(5Z,8Z,11Z,14Z-eicosatetraenoyl)-glycero-3-phosphocholine CCCCC/C=C\C/C=C\C/C=C\C/C=C\CCCC(=O)O[C@H](COC(=O)CCCCCCC/C=C\C/C=C\C/C=C\CC)COP(=O)([O-])OCC[N+](C)(C)C